(Z)-6-ethylideneoctahydro-2H-5,8-methanochromen-2-one C(/C)=C\1/C2C3CCC(OC3C(C1)C2)=O